C(CCCCCCCCCC)C1OCC(O1)COC(=O)NCCCS(=O)(=O)[O-].[Na+] Sodium 3-((((2-undecyl-1,3-dioxolan-4-yl)methoxy)carbonyl)amino)propane-1-sulfonate